2,4,6-trimethylbenzenesulfonyldiphenylphosphine oxide CC1=C(C(=CC(=C1)C)C)S(=O)(=O)P(C1=CC=CC=C1)(C1=CC=CC=C1)=O